N1C=NC2=C1C=CC(=C2)N2C([C@@H]([C@@H]2C2=C(C=C(C=C2F)C2CC2)F)C2CC2)=O (3R,4R)-1-(1H-benzo[d]imidazol-5-yl)-3-cyclopropyl-4-(4-cyclopropyl-2,6-difluorophenyl)azetidin-2-one